N[C@H](CC(N)=O)C(=O)O D-asparagin